FC=1C=C(C=CC1)C1=NC(=C(C=C1C(=O)C1=CC=CC=C1)C(=O)C1=CC=CC=C1)C1=CC(=CC=C1)F (2,6-bis(3-fluorophenyl)pyridine-3,5-diyl)bis(phenyl-methanone)